C(CCCO)O (e)-1,4-butanediol